4-cyano-5-methoxypyridine C(#N)C1=CC=NC=C1OC